4-[(1S,4S,5R)-5-{[3-(2,6-dichlorophenyl)-5-(1-fluorocyclopropyl)-1,2-oxazol-4-yl]methoxy}-2-azabicyclo[2.2.1]heptan-2-yl]-3-fluorobenzoic acid ClC1=C(C(=CC=C1)Cl)C1=NOC(=C1CO[C@H]1[C@@H]2CN([C@H](C1)C2)C2=C(C=C(C(=O)O)C=C2)F)C2(CC2)F